6-Bromo-7-methyl-2,3-dihydro-4H-1-benzopyran-4-one BrC=1C(=CC2=C(C(CCO2)=O)C1)C